BrC1=CC=C2C3=C1[C@@H](OB3OC(CO2)(C)C)CNC(OC(C)(C)C)=O (R)-tert-butyl ((3-bromo-8,8-dimethyl-7,8-dihydro-2H-1,6,9-trioxa-9a-borabenzo[cd]azulen-2-yl)methyl)carbamate